C(C)(C)(C)OC(N[C@@H]1CN(CCC1)N)=O (S)-(1-aminopiperidin-3-yl)carbamic acid tert-butyl ester